[CH2-]C(=C)C(CN)(C(=C)[CH2+])N Diisopropylethylenediamine